C1(CC1)CN(C1CCC(CC1)N(C1=C(C(N(C=2C=CC(=NC12)C#N)C)=O)C#N)C)C1=CC(=CC=C1)F 8-((4-((cyclopropylmethyl)(3-fluorophenyl)amino)cyclohexyl)(methyl)amino)-5-methyl-6-oxo-5,6-dihydro-1,5-naphthyridine-2,7-dicarbonitrile